FC1=CC(=C(C=C1)COC([2H])([2H])[2H])OC 4-Fluoro-2-methoxy-1-((methoxy-d3)methyl)benzene